tert-butyl 5-[6-fluoro-3-methyl-5-[[4-methyl-6-(methylamino) pyrimidin-2-yl]amino]-2,3-dihydrobenzofuran-7-yl]-2,3,4,7-tetrahydroazepine-1-carboxylate FC1=C(C2=C(C(CO2)C)C=C1NC1=NC(=CC(=N1)C)NC)C=1CCCN(CC1)C(=O)OC(C)(C)C